3,5-dimethylaniline sodium [Na].CC=1C=C(N)C=C(C1)C